N1C=C(C=2C1=NC=CC2)C(=O)N=[N+]=[N-] 1H-pyrrolo[2,3-b]pyridine-3-carbonyl azide